C(C)(C)OCCS(=O)(=O)NC=1C=C2CCN(CC2=CC1)C(=O)OC(C)(C)C tert-Butyl 6-(2-isopropoxyethylsulfonylamino)-3,4-dihydro-1H-isoquinoline-2-carboxylate